methyl 4-(3,5-dimethyl-1-((2-(trimethylsilyl)ethoxy)methyl)-1H-pyrazol-4-yl)benzo[d]thiazole-6-carboxylate CC1=NN(C(=C1C1=CC(=CC2=C1N=CS2)C(=O)OC)C)COCC[Si](C)(C)C